N(=NC(CO)(C)C#N)C(CO)(C)C#N 2,2'-azobis(2-cyanopropanol)